C1(CCCC1)C1=NN(C=C1)C(C)C1=NC(=NO1)C1CN(CC12CN(C2)C(=O)[C@@H]2C(C2)(C)C)C(=O)C=2C=NNC2 (8-(5-(1-(3-cyclopentyl-1H-pyrazol-1-yl)ethyl)-1,2,4-oxadiazol-3-yl)-2-((S)-2,2-dimethylcyclopropane-1-carbonyl)-2,6-diazaspiro[3.4]octan-6-yl)(1H-pyrazol-4-yl)methanone